ClC1=C(C=C(C=C1)N1N=CC(=C1)C12CC(C1)(C2)NC(OC(C)(C)C)=O)F tert-butyl (3-(1-(4-chloro-3-fluorophenyl)-1H-pyrazol-4-yl)bicyclo[1.1.1]pentan-1-yl)carbamate